3-(3-chlorophenyl)-N-(4-methyl-3-(pyridin-4-yl)-1H-pyrazol-5-yl)propenamide ClC=1C=C(C=CC1)C=CC(=O)NC1=C(C(=NN1)C1=CC=NC=C1)C